8-((cyclopropylmethyl)(3-methoxyphenyl)amino)-5-methyl-6-oxo-5,6-dihydro-1,5-naphthyridine-2-carbonitrile C1(CC1)CN(C1=CC(N(C=2C=CC(=NC12)C#N)C)=O)C1=CC(=CC=C1)OC